O(C1=CC=CC=C1)[I+]OC1=CC=CC=C1 diphenoxyiodonium